uranium di-arsenate [As]([O-])([O-])([O-])=O.[As]([O-])([O-])([O-])=O.[U+6]